COC(/C(=C(/C)\I)/NC(=O)OC(C)(C)C)=O (E)-2-(tert-butoxycarbonylamino)-3-iodo-but-2-enoic acid methyl ester